C(C=C)N(C1CCCCC1)CC1=NN=NN1C=1C=CC(=C(C#N)C1)Cl 5-(5-((allyl(cyclohexyl)amino)methyl)-1H-tetrazol-1-yl)-2-chlorobenzonitrile